5-Fluoro-N-(5-fluoro-2-methyl-3-(4,4,5,5-tetramethyl-1,3,2-dioxaborolan-2-yl)phenyl)-3,3-dimethyl-2,3-dihydrobenzofuran-6-carboxamide FC=1C(=CC2=C(C(CO2)(C)C)C1)C(=O)NC1=C(C(=CC(=C1)F)B1OC(C(O1)(C)C)(C)C)C